ClC1=NC(N2C(N3[C@@]4(CO[C@H](C3)C4)C2)=C1)=O (3S,11aR)-7-chloro-3,4-dihydro-1H,9H,11H-3,11a-methanopyrimido[6',1':2,3]imidazo[5,1-C][1,4]oxazin-9-one